CC1=CC=2C=3N(C(=NC2C(=C1)[C@@H](C)NC1=C(C#N)C=CC=C1)N1CCOCC1)C=C(N3)C(F)(F)F (R)-2-((1-(9-methyl-5-morpholino-2-(trifluoromethyl)imidazo[1,2-c]quinazolin-7-yl)ethyl)amino)benzonitrile